C(C)OC(/C(=C/OC1=CC2=C(N(CC(CS2(=O)=O)CC)C2=CC=CC=C2)C=C1SC)/F)=O ethyl-(Z)-3-((3-ethyl-7-(methylthio)-1,1-dioxido-5-phenyl-2,3,4,5-tetrahydro-1,5-benzothiazepin-8-yl)oxy)-2-fluoroacrylate